C1CC12CCN(CC2)CC2COC1(OC2)CCN(CC1)C(=O)[C@H](CC(C)C)N1C([C@@H](NCC1)CC(C)C)=O (S)-1-[(S)-1-[(3-{(6-Aza-6-spiro[2.5]octyl)methyl}-1,5-dioxa-9-aza-9-spiro[5.5]undecyl)carbonyl]-3-methylbutyl]-3-isobutyl-2-piperazinone